o-aminobenzeneacryloylaminopropyl-N,N-diethyl-N-methylammonium monomethyl-sulfate COS(=O)(=O)[O-].NC1=C(C=CC=C1)C=CC(=O)NCCC[N+](C)(CC)CC